ClC1=CC=C(C=C1)NS(=O)(=O)C=1C=C(C=CC1OC)NC(=O)C=1OC=CN1 N-(3-(N-(4-chlorophenyl)sulfamoyl)-4-methoxyphenyl)oxazole-2-carboxamide